FC(CC1(C(N(C=2C3=C(C=CC=C13)OC(C2)=O)C)=O)C)(SC2=CC=C(C=C2)F)F 6-(2,2-difluoro-2-((4-fluorophenyl)thio)ethyl)-4,6-dimethylpyrano[2,3,4-ij]isoquinoline-2,5(4H,6H)-dione